(±)-3-(((tert-butyldimethylsilyl)oxy)methyl)piperazine-1-carboxylic acid tert-butyl ester C(C)(C)(C)OC(=O)N1C[C@@H](NCC1)CO[Si](C)(C)C(C)(C)C |r|